8-(β-D-ribofuranosyl)-8,8a-dihydroimidazo[1,2-a]pyrimidin-5(1H)-one [C@@H]1([C@H](O)[C@H](O)[C@H](O1)CO)N1C2N(C(C=C1)=O)C=CN2